ClC1=CC=C(C2=C1C(SN2)CCC)N 4-chloro-3-propyl-1,3-dihydro-2,1-benzothiazol-7-amine